Ethyl (S)-3-(3-(5-benzyl-1H-1,2,4-triazole-3-carboxamido)-5-methyl-4-oxo-2,3,4,5-tetrahydrobenzo[b][1,4]oxazepin-7-yl)propanoate C(C1=CC=CC=C1)C1=NC(=NN1)C(=O)N[C@@H]1C(N(C2=C(OC1)C=CC(=C2)CCC(=O)OCC)C)=O